CS(=O)(=O)[O-].[Sn+](=S)=S tin disulfide mesilate